2-(2-chloroethoxy)-tetrahydro-2H-pyran magnesium [Mg].ClCCOC1OCCCC1